C1(CC1)CS(=O)(=O)C1=NC=2NC(N(C(C2N1C)=O)C)=O 8-((cyclopropylmethyl)sulfonyl)-1,7-dimethyl-1H-purine-2,6(3H,7H)-dione